N-[(3-bromo-2-sulfophenyl)methyl]carbamic acid tert-butyl ester C(C)(C)(C)OC(NCC1=C(C(=CC=C1)Br)S(=O)(=O)O)=O